2-chloro-6-[4-(methylsulfanyl)phenyl]pyridine ClC1=NC(=CC=C1)C1=CC=C(C=C1)SC